2-(3-(1-(2-hydroxyethyl)-5-(pentan-3-ylcarbamoyl)-1H-pyrazol-3-yl)phenyl)-N-(pentan-3-yl)oxazole-5-carboxamide diethylbenzyl-methacrylate C(C)CC(C(=O)O)=C(CC1=CC=CC=C1)CC.OCCN1N=C(C=C1C(NC(CC)CC)=O)C=1C=C(C=CC1)C=1OC(=CN1)C(=O)NC(CC)CC